(2-chlorophenyl)-1-[[(2R)-2-hydroxypropyl]amino]-6-(trifluoromethyl)pyrido[1,2-c]pyrimidin-3-one ClC1=C(C=CC=C1)C1=C2N(C(=NC1=O)NC[C@@H](C)O)C=CC(=C2)C(F)(F)F